N-(6-(5-chloro-7-(2-cyanopropan-2-yl)-6-fluoro-1H-indazol-4-yl)imidazo[1,2-a]pyrazin-2-yl)-2-fluorocyclopropane-1-carboxamide ClC=1C(=C2C=NNC2=C(C1F)C(C)(C)C#N)C=1N=CC=2N(C1)C=C(N2)NC(=O)C2C(C2)F